β-methacryloyloxyethyl-phosphinic acid C(C(=C)C)(=O)OCCP(O)=O